C(C)OC(CN1C[C@@H]2N([C@H](C1)C2)CC(=O)OC(C)(C)C)=O tert-butyl 2-((1R,5S)-3-(2-ethoxy-2-oxoethyl)-3,6-diazabicyclo[3.1.1]heptan-6-yl)acetate